ClC=1C=C2C(=CC1)NC(C21CCN(CC1)CCOC=1C=NC(=NC1)C(C)O)=O 5-chloro-1'-(2-{[2-(1-hydroxyethyl)pyrimidin-5-yl]oxy}ethyl)-1,2-dihydrospiro[indole-3,4'-piperidin]-2-one